FC(C1=NN(C=C1NC(=O)C=1C=NN2C1N=C(C=C2)N2CCN(CC2)C)C2CCC(CC2)CO)F N-(3-(difluoromethyl)-1-((1R,4R)-4-(hydroxymethyl)cyclohexyl)-1H-pyrazol-4-yl)-5-(4-methyl-Piperazin-1-yl)pyrazolo[1,5-a]pyrimidine-3-carboxamide